C1(=CC=CC2=CC=CC=C12)C=1C=CC2=C(C3=C4C=CC=CC4=CC=C3C=3C=CC=CC23)N1 naphthylazabenzochrysene